ClC=1C=C(NC2=NC=C(C(=N2)N[C@H](CO)C2=CC=CC=C2)C=2SC(=NN2)C)C=CC1S(=O)(=O)C (2S)-2-[[2-(3-chloro-4-methylsulfonyl-anilino)-5-(5-methyl-1,3,4-thiadiazol-2-yl)pyrimidin-4-yl]amino]-2-phenyl-ethanol